FC(C)(F)C1=NC=CC(=N1)NC1=CC(=NC=C1C=1SC(=NN1)N1CCOCC1)NC(C)=O N-(4-((2-(1,1-difluoroethyl)pyrimidin-4-yl)amino)-5-(5-morpholinyl-1,3,4-thiadiazol-2-yl)pyridin-2-yl)acetamide